(2s,3R,5R,6R)-2-methyl-6-hydroxytetrahydro-2H-pyran-3,5-diyldibenzoate C[C@@H]1O[C@H]([C@H](C[C@@H]1C1=C(C(=O)[O-])C=CC=C1)C1=C(C(=O)[O-])C=CC=C1)O